C1(CC1)C1=NN(C(=C1C(F)(F)F)C(=O)NC1=CC(=NC=C1)S(=O)(=N)C)CC12CC(CC2C1)(F)F 3-cyclopropyl-1-((3,3-difluorobicyclo[3.1.0]hexan-1-yl)methyl)-N-(2-(S-methylsulfonimidoyl)pyridin-4-yl)-4-(trifluoromethyl)-1H-pyrazole-5-carboxamide